BrC=1C(=C(NC=2C3=C(N=C(N2)C(F)F)C=C(C=N3)CN3C[C@@H](CC3)O)C=CC1)Cl (3R)-1-[[4-(3-bromo-2-chloro-anilino)-2-(difluoromethyl)pyrido[3,2-d]pyrimidin-7-yl]methyl]pyrrolidin-3-ol